1-(3-methoxypropyl)-3-(trifluoromethyl)-1H-pyrazol COCCCN1N=C(C=C1)C(F)(F)F